C1(=CC=CC=C1)N1C2=CC=C(C=C2C=2C=C3C(=CC12)C=CC=C3)OB(O)O (5-phenyl-5H-benzo[b]carbazol-2-yl)boric acid